FC(CCCCCO)C 6-fluoro-1-heptanol